CCCCCCCCCCCCCC/C=C\OC[C@H](COP(=O)([O-])OCC[N+](C)(C)C)OC(=O)CCC/C=C\C/C=C\C/C=C\C/C=C\C/C=C\CC 1-(1Z-hexadecenyl)-2-(5Z,8Z,11Z,14Z,17Z-eicosapentaenoyl)-glycero-3-phosphocholine